ClC=1C=C(C(=O)O)C=C(C1C1=CN(C2=NC=C(C=C21)C=2C(=NOC2C)C)C(C2CC2)C2CC2)OC2CC2 3-chloro-5-cyclopropoxy-4-(1-(dicyclopropylmethyl)-5-(3,5-dimethylisoxazol-4-yl)-1H-pyrrolo[2,3-b]pyridin-3-yl)benzoic acid